OC1=C(C=C2C(=N1)SCCC2)C2CCN(CC2)C(=O)N[C@@H](C(=O)N2CCN(CC2)C2CCN(CC2)C)CC=2C=C1C=NNC1=C(C2)C (R)-4-(7-hydroxy-3,4-dihydro-2H-thiopyrano[2,3-b]pyridin-6-yl)-N-(3-(7-methyl-1H-indazol-5-yl)-1-(4-(1-methylpiperidin-4-yl)piperazin-1-yl)-1-oxopropan-2-yl)piperidine-1-carboxamide